N-(4-(3-methoxy-2,6-dimethylphenyl)-2-methyl-3-oxo-2,3-dihydro-1H-pyrrolo[3,4-f]isoquinolin-8-yl)cyclopropanecarboxamide COC=1C(=C(C(=CC1)C)C1=C2C(=C3C=C(N=CC3=C1)NC(=O)C1CC1)CN(C2=O)C)C